CC1=NOC(=C1C1=CC2=C(N=C(S2)N)C=C1C)C 6-(3,5-dimethyl-1,2-oxazol-4-yl)-5-methyl-1,3-benzothiazol-2-amine